FC=1C=C(C=CC1OC=1C=C2C=NN(C2=CC1)C)[C@H](C)N (1S)-1-[3-fluoro-4-(1-methylindazol-5-yl)oxy-phenyl]ethanamine